SCCOCCOCCC(=O)O 3-(2-(2-mercaptoethoxy)ethoxy)propanoic acid